3-Amino-7-butyl-5-((5R,7r,10R)-2,4-dioxo-1,3-diazadispiro[4.1.57.15]tridecan-10-yl)isothiazolo[3,4-d]pyrimidine-4,6(5H,7H)-dione NC=1SN=C2N(C(N(C(C21)=O)C2CCC1(CC3(C(NC(N3)=O)=O)C1)CC2)=O)CCCC